OCCOC1=CC(=NC(=C1)S(=O)(=O)C)NC1=C(C=NC(=C1)NC(C)=O)C1=NC=C(C=C1)C(F)(F)F N-(4'-((4-(2-hydroxyethoxy)-6-(methylsulfonyl)pyridin-2-yl)amino)-5-(trifluoromethyl)-[2,3'-bipyridin]-6'-yl)acetamide